FC(C)(F)C1=NC=CC(=N1)NC1=CC(=NC=C1)NC(C)=O N-(4-((2-(1,1-difluoroethyl)pyrimidin-4-yl)amino)pyridin-2-yl)acetamide